3-(3-chloro-4-(6-(1-methylcyclopropoxy)-9-((4-methylpyridin-2-yl)methyl)-9H-purin-8-yl)phenoxy)-N-methylazetidine-1-carboxamide ClC=1C=C(OC2CN(C2)C(=O)NC)C=CC1C=1N(C2=NC=NC(=C2N1)OC1(CC1)C)CC1=NC=CC(=C1)C